ClC=1C2=CN(N=C2C(=C(C1)C1=CC=C(C=C1)N1CCOCC1)OC)C(C(=O)NC=1SC=CN1)C1=C2N(C=N1)C[C@@H](C2)F |r| 2-[4-Chloro-7-methoxy-6-(4-morpholin-4-ylphenyl)indazol-2-yl]-2-[rac-(6R)-6-fluoro-6,7-dihydro-5H-pyrrolo[1,2-c]imidazol-1-yl]-N-(1,3-thiazol-2-yl)acetamide